4-(Benzo[d][1,3]dioxol-5-yl)-5-(imidazo[1,2-a]pyridin-2-yl)-2,4-dihydro-3H-1,2,4-triazole-3-thione O1COC2=C1C=CC(=C2)N2C(NN=C2C=2N=C1N(C=CC=C1)C2)=S